2,4-dichlorophenoxyacetic acid alpha-ketoglutarate O=C(C(=O)O)CCC(=O)O.ClC1=C(OCC(=O)O)C=CC(=C1)Cl